FC1=C(C(=CC=C1)C(F)(F)F)B(O)O 2-fluoro-6-(trifluoromethyl)phenylboronic acid